ethyl (4S,7S,Z)-15-heptyl-4-isobutyl-9-(methylcarbamoyl)-2,5-dioxo-1-oxa-3,6-diazacyclopentadec-11-ene-7-carboxylate C(CCCCCC)C1CC\C=C/CC(C[C@H](NC([C@@H](NC(O1)=O)CC(C)C)=O)C(=O)OCC)C(NC)=O